ClC1=CC=C(S1)CNC1=CC(=NN1C(C(CO)(C)C)=O)C1CCN(CC1)CC1COC1 1-(5-{[(5-Chlorothiophen-2-yl)methyl]amino}-3-[1-(oxetan-3-ylmethyl)piperidin-4-yl]-1H-pyrazol-1-yl)-3-hydroxy-2,2-dimethylpropan-1-on